5,6-dichloro-2-cyano-indane-2-carboxylic acid ClC=1C=C2CC(CC2=CC1Cl)(C(=O)O)C#N